OC=1C(NC=NC1CC(=O)N1CCC(CC1)C#CC1=CC=C(C=C1)CN1CCOCC1)=O 5-hydroxy-6-(2-(4-((4-(morpholinomethyl)phenyl)ethynyl)piperidin-1-yl)-2-oxoethyl)pyrimidin-4(3H)-one